2,3-dihydro-1H-pyrido[2,3-b][1,4]oxazine N1C2=C(OCC1)N=CC=C2